COC(=O)C1=CC=C(OCC(=O)O)C=C1 2-(4-(methoxycarbonyl)phenoxy)acetic acid